ClC1=C(C=CC(=N1)NN1C(C(=C(C1=O)C)CCC(=O)OC(CC)C)=O)C(F)(F)F Methylpropyl 3-(1-{[6-chloro-5-(trifluoromethyl)(2-pyridyl)] amino}-4-methyl-2,5-dioxoazolin-3-yl)propanoate